2-amino-N-p-tolylbenzamide NC1=C(C(=O)NC2=CC=C(C=C2)C)C=CC=C1